C(C)OC(=O)C=1C=NC2=C(C=CN=C2C1N(C)C)Cl 8-chloro-4-(dimethylamino)-1,5-naphthyridine-3-carboxylic acid ethyl ester